(S)-2-(8-([1,4':1',4''-terpiperidin]-4-ylmethyl)-6,6a,7,8,9,10-hexahydro-5H-pyrazino[1',2':4,5]pyrazino[2,3-c]pyridazin-2-yl)phenol N1(CCC(CC1)CN1C[C@H]2N(C=3C(=NN=C(C3)C3=C(C=CC=C3)O)NC2)CC1)C1CCN(CC1)C1CCNCC1